C1=CC=CC=2C3=CC=CC=C3C(C12)COC(=O)N(C(C(=O)O)CC1=CC(=C(C(=C1)F)OC)F)C 2-((((9H-Fluoren-9-yl)methoxy)carbonyl)(methyl)amino)-3-(3,5-difluoro-4-methoxyphenyl)propanoic acid